ClC1=NC(=C(C#N)C(=C1)C)N1CCC(CC1)(F)F 6-chloro-2-(4,4-difluoropiperidin-1-yl)-4-methylnicotinonitrile